(S)-1-(5-((4-(2,2-difluoroethyl)-3-methylpiperazin-1-yl)methyl)pyrazolo[1,5-a]pyridin-3-yl)dihydropyrimidine-2,4(1H,3H)-dione FC(CN1[C@H](CN(CC1)CC1=CC=2N(C=C1)N=CC2N2C(NC(CC2)=O)=O)C)F